(6R)-6-{[7-bromo-2-(4-methoxyphenyl)[1,2,4]triazolo[1,5-c]quinazolin-5-yl]amino}-1,4-thiazepin-5-one BrC1=CC=CC=2C=3N(C(=NC12)NC=1C(N=CCSC1)=O)N=C(N3)C3=CC=C(C=C3)OC